FC=1C=C2C(=CNC2=CC1)C=1C=C(OC1)C(CC(=O)OC)=O Methyl 3-(4-(5-fluoro-1H-indol-3-yl)furan-2-yl)-3-oxopropanoate